CC=1C=CC(=C(C1)B(O)O)OC(F)(F)F 5-METHYL-2-(TRIFLUOROMETHOXY)PHENYLBORONIC ACID